8-methyl-8-isopropoxycarbonyltetracyclo[4.4.0.12,5.17,10]dodec-3-ene CC1(C2C3C4C=CC(C3C(C1)C2)C4)C(=O)OC(C)C